C(C1=CC=CC=C1)OC(=O)N1C[C@@H]([C@@H](C1)O)CNC1CC1 (3S,4S)-3-cyclopropylaminomethyl-4-hydroxypyrrolidine-1-carboxylic acid benzyl ester